(R)-3-((3-(4-((2,2-difluoroethyl)amino)pyrido[3,2-d]pyrimidin-6-yl)phenyl)ethynyl)-3-hydroxy-1-methylpyrrolidin-2-one FC(CNC=1C2=C(N=CN1)C=CC(=N2)C=2C=C(C=CC2)C#C[C@]2(C(N(CC2)C)=O)O)F